CS(=O)(=O)N1CCN(CC1)CCNC(=O)C1=NN=CN1 N-(2-(4-(methylsulfonyl)piperazin-1-yl)ethyl)-4H-1,2,4-triazole-3-carboxamide